5-[6-[(1-acetylpiperidin-4-yl)oxy]-5-fluoro-1-methyl-2,3-dihydro-1H-isoindol-2-yl]-4-(trifluoromethyl)-2,3-dihydropyridazin-3-one C(C)(=O)N1CCC(CC1)OC1=C(C=C2CN(C(C2=C1)C)C1=C(C(NN=C1)=O)C(F)(F)F)F